molybdenum tetramethylpimelate oxide CC(C(C(=[O+][O-])[O-])(C)C)(CCCC(=O)[O-])C.[Mo+4].CC(C(C(=[O+][O-])[O-])(C)C)(CCCC(=O)[O-])C